Methyl (R)-piperidine-3-carboxylate N1C[C@@H](CCC1)C(=O)OC